NC1=C(C=NC=C1)NC(=S)NC1=C(C=CC(=C1)C(=O)N1CCC(CC1)C1=CC=C(C=C1)C#N)C (4-aminopyridin-3-yl)-3-(5-(4-(4-cyanophenyl)piperidine-1-carbonyl)-2-methylphenyl)thiourea